eicosyl n-dodecanoate C(CCCCCCCCCCC)(=O)OCCCCCCCCCCCCCCCCCCCC